C1(CCC1)C(O)C1=CC=2C(=NC(=CC2Cl)Cl)S1 cyclobutyl(4,6-dichlorothieno[2,3-b]pyridin-2-yl)methanol